3-[(1R)-1-({3-chloro-6-[6-(dimethylphosphoryl)pyridin-3-yl]-7-fluoro-2-methyl-1,5-naphthyridin-4-yl}amino)ethyl]-4-fluorobenzamide ClC=1C(=NC2=CC(=C(N=C2C1N[C@H](C)C=1C=C(C(=O)N)C=CC1F)C=1C=NC(=CC1)P(=O)(C)C)F)C